FC1=C(C(=CC=C1F)F)C(CC=C)O (2,3,6-trifluorophenyl)but-3-en-1-ol